3-[(6R)-6-methyl-5-(prop-2-enoyl)-3-(pyridin-4-yl)-4,5,6,7-tetrahydropyrazolo[1,5-a]pyrazin-2-yl]benzonitrile C[C@H]1N(CC=2N(C1)N=C(C2C2=CC=NC=C2)C=2C=C(C#N)C=CC2)C(C=C)=O